4-amino-7-fluoro-8-(2-methylthiazol-4-yl)-N-propylisoquinoline-3-carboxamide NC1=C(N=CC2=C(C(=CC=C12)F)C=1N=C(SC1)C)C(=O)NCCC